3,6-dihydroxydodecanoic acid OC(CC(=O)O)CCC(CCCCCC)O